C(C)N1N=NN=C1 N-Ethyl-Tetrazole